C(C)OC(=O)[C@H]1[C@@H](C1)C1=C(N(C2=CC=C(C=C12)OCOC)C1=CC(=C(C=C1)F)C)C1CCOCC1 trans-ethyl-2-(1-(4-fluoro-3-methylphenyl)-5-(methoxymethoxy)-2-(tetrahydro-2H-pyran-4-yl)-1H-indol-3-yl)cyclopropane-1-carboxylate